COC1=C(C(=CC=C1)OC)S(=O)(=O)NC=1SC(=NN1)C1=C(C=CC(=C1)C(F)(F)F)OC 2,6-Dimethoxy-N-(5-(2-methoxy-5-(trifluoromethyl)phenyl)-1,3,4-thiadiazol-2-yl)benzenesulfonamide